1-(6-(3-Fluoro-5-(trifluoromethyl)benzyl)pyridin-2-yl)-3-(hydroxymethyl)-N-methyl-1H-pyrazol-4-carboxamid FC=1C=C(CC2=CC=CC(=N2)N2N=C(C(=C2)C(=O)NC)CO)C=C(C1)C(F)(F)F